2-(6-(6-isopropyl-5-(8-methyl-[1,2,4]triazolo[1,5-a]pyridin-6-yl)-4H-thieno[3,2-b]pyrrol-2-yl)-2-azaspiro[3.4]oct-2-yl)acetamide C(C)(C)C=1C2=C(NC1C=1C=C(C=3N(C1)N=CN3)C)C=C(S2)C2CC3(CN(C3)CC(=O)N)CC2